bis(N,N'-diisopropylamino)methoxyphosphine lithium 4-methoxy-5-morpholino-2H-pyrazolo[3,4-c]pyridine-7-carboxylate COC=1C=2C(C(=NC1N1CCOCC1)C(=O)[O-])=NNC2.[Li+].C(C)(C)N(C(C)C)C(OP)N(C(C)C)C(C)C